ClC=1C=C(C=O)C=C(C1Cl)Cl 3,4,5-Trichlorobenzaldehyde